tri(3-triethoxysilylpropyl)amine C(C)O[Si](CCCN(CCC[Si](OCC)(OCC)OCC)CCC[Si](OCC)(OCC)OCC)(OCC)OCC